8-(6-(4-(ethylsulfonyl)piperazin-1-yl)pyridin-3-yl)quinoxalin-6-amine C(C)S(=O)(=O)N1CCN(CC1)C1=CC=C(C=N1)C=1C=C(C=C2N=CC=NC12)N